tert-butyl 4-(8-hydroxypyrimido[5,4-d]pyrimidin-2-yl)piperazine-1-carboxylate OC1=NC=NC2=C1N=C(N=C2)N2CCN(CC2)C(=O)OC(C)(C)C